acetoxyethoxymethyl chloride C(C)(=O)OCCOCCl